CC1=CC=C(C=C1)C1=NC(=CC2=C1N=C(N=C2)NC2=NC=C(C=C2)N2CCN(CC2)C)CO [8-(4-methylphenyl)-2-[[5-(4-methylpiperazin-1-yl)pyridin-2-yl]amino]pyrido[3,4-d]pyrimidin-6-yl]methanol